N-(4-chloro-3-(3-oxocyclobutyl)phenyl)-3-methyl-6-azabicyclo[3.1.1]heptane-6-carboxamide ClC1=C(C=C(C=C1)NC(=O)N1C2CC(CC1C2)C)C2CC(C2)=O